C(C)(SCO)=O S-hydroxymethyl ethanethioate